FC1=C(CN2C(N(C(C=C2NC2=CC3=CN(N=C3C=C2Cl)C)=O)CC2=NN(C=N2)C)=O)C=C(C(=C1)F)F 1-(2,4,5-trifluorobenzyl)-6-(6-chloro-2-methyl-2H-indazol-5-ylamino)-3-((1-methyl-1H-1,2,4-triazol-3-yl)methyl)pyrimidine-2,4(1H,3H)-dione